[Cl-].[Cl-].C1(=CC=CC=C1)C(=[Hf+2](C1C2=CC(=CC=C2C=2C=CC(=CC12)C(C)(C)C)C(C)(C)C)C1C=CC=C1)CCCC=C (phenyl)(pent-4-en-1-yl)methylene(cyclopentadienyl)(2,7-di-tert-butylfluoren-9-yl)hafnium dichloride